[1,1']binaphthyl-4-yl-amine C1(=CC=C(C2=CC=CC=C12)N)C1=CC=CC2=CC=CC=C12